4-{[(1R)-1-[3-(difluoromethyl)-2-fluorophenyl]ethyl]amino}-6-(4-hydroxythian-4-yl)-8-methyl-7H,8H-pyrido[2,3-d]pyrimidin-7-one FC(C=1C(=C(C=CC1)[C@@H](C)NC=1C2=C(N=CN1)N(C(C(=C2)C2(CCSCC2)O)=O)C)F)F